{3-[4-(5-Fluoro-1-{[2-(trimethylsilyl)ethoxy]methyl}-1H-pyrrolo[2,3-b]pyridin-4-yl)-1H-pyrazol-1-yl]-1-piperidin-4-ylazetidin-3-yl}acetonitrile FC=1C(=C2C(=NC1)N(C=C2)COCC[Si](C)(C)C)C=2C=NN(C2)C2(CN(C2)C2CCNCC2)CC#N